2-bromo-4-methyl-6-(methylsulfonyl)pyridine BrC1=NC(=CC(=C1)C)S(=O)(=O)C